tricosa-triacetoxyammonium borohydride [BH4-].C(C)(=O)O[NH+](OC(C)=O)OC(C)=O.C(C)(=O)O[NH+](OC(C)=O)OC(C)=O.C(C)(=O)O[NH+](OC(C)=O)OC(C)=O.C(C)(=O)O[NH+](OC(C)=O)OC(C)=O.C(C)(=O)O[NH+](OC(C)=O)OC(C)=O.C(C)(=O)O[NH+](OC(C)=O)OC(C)=O.C(C)(=O)O[NH+](OC(C)=O)OC(C)=O.C(C)(=O)O[NH+](OC(C)=O)OC(C)=O.C(C)(=O)O[NH+](OC(C)=O)OC(C)=O.C(C)(=O)O[NH+](OC(C)=O)OC(C)=O.C(C)(=O)O[NH+](OC(C)=O)OC(C)=O.C(C)(=O)O[NH+](OC(C)=O)OC(C)=O.C(C)(=O)O[NH+](OC(C)=O)OC(C)=O.C(C)(=O)O[NH+](OC(C)=O)OC(C)=O.C(C)(=O)O[NH+](OC(C)=O)OC(C)=O.C(C)(=O)O[NH+](OC(C)=O)OC(C)=O.C(C)(=O)O[NH+](OC(C)=O)OC(C)=O.C(C)(=O)O[NH+](OC(C)=O)OC(C)=O.C(C)(=O)O[NH+](OC(C)=O)OC(C)=O.C(C)(=O)O[NH+](OC(C)=O)OC(C)=O.C(C)(=O)O[NH+](OC(C)=O)OC(C)=O.C(C)(=O)O[NH+](OC(C)=O)OC(C)=O.C(C)(=O)O[NH+](OC(C)=O)OC(C)=O.[BH4-].[BH4-].[BH4-].[BH4-].[BH4-].[BH4-].[BH4-].[BH4-].[BH4-].[BH4-].[BH4-].[BH4-].[BH4-].[BH4-].[BH4-].[BH4-].[BH4-].[BH4-].[BH4-].[BH4-].[BH4-].[BH4-]